crotonylcarnitine C/C=C/C(=O)O[C@H](CC(=O)[O-])C[N+](C)(C)C